C1(CCCCC1)S(=O)(=O)N1[C@@H](CCCC1)C=1NC(=C(N1)C(=O)OC)C Methyl (S)-2-(1-(cyclohexylsulfonyl)piperidin-2-yl)-5-methyl-1H-Imidazole-4-carboxylate